2'-(dicyclohexylphosphino)-N,N-dimethylbiphenyl-2-amine CN(C)C1=CC=CC=C1C2=CC=CC=C2P(C3CCCCC3)C4CCCCC4